(S)-4-(5-(1-amino-2-hydroxyethyl)-2-chlorophenyl)-N,N-dimethyl-1H-imidazole-1-sulfonamide N[C@H](CO)C=1C=CC(=C(C1)C=1N=CN(C1)S(=O)(=O)N(C)C)Cl